CNC1(CC=C(C=C1)N=NC1=CC=CC=C1)NC 4,4-dimethylaminoazobenzene